6,6-difluoro-2-methylhexahydropyrrolo[3,2-c]pyrazole-4(2H)-carboxylate FC1(CN(C2C1NN(C2)C)C(=O)[O-])F